3-(6-((6-(4-(4-((5-(4-(methylsulfonyl)phenyl)-[1,2,4]triazolo[1,5-a]pyridin-2-yl)amino)phenyl)piperazin-1-yl)-6-oxohexyl)oxy)-1-oxoisoindolin-2-yl)piperidine-2,6-dione CS(=O)(=O)C1=CC=C(C=C1)C1=CC=CC=2N1N=C(N2)NC2=CC=C(C=C2)N2CCN(CC2)C(CCCCCOC2=CC=C1CN(C(C1=C2)=O)C2C(NC(CC2)=O)=O)=O